COC1=CC=2NC(C=3N(C2C=C1)C=C1C=C(C(=CC13)OC)OC)=O 3,8,9-trimethoxy-5H-isoindolo[2,1-a]quinoxalin-6-one